DIVINYLBENZENEAMINE C(=C)C=1C(=C(C=CC1)N)C=C